BrC1=C2OCCCC3=C(NC(C(S1)=C23)=O)C(CC)(C)O 2-bromo-7-(1-hydroxy-1-methyl-propyl)-12-oxa-3-thia-6-azatricyclo[6.4.1.04,13]trideca-1,4(13),7-trien-5-one